BrC=1C=C2C(=NC1C(CC1=CC(=CC(=C1)F)F)NC(OC(C)(C)C)=O)N(C=N2)COCC[Si](C)(C)C tert-butyl (1-(6-bromo-3-((2-(trimethylsilyl)ethoxy)methyl)-3H-imidazo[4,5-b]pyridin-5-yl)-2-(3,5-difluorophenyl)ethyl)carbamate